N-[(10S,23S)-10-ethyl-18-fluoro-10-hydroxy-19-methyl-5,9-dioxo-8-oxa-4,15-diazahexacyclo[14.7.1.02,14.04,13.06,11.020,24]tetracosa-1,6(11),12,14,16(24),17,19-heptaen-23-yl]carbamate C(C)[C@]1(C(OCC=2C(N3CC4=C5[C@H](CCC6=C(C(=CC(N=C4C3=CC12)=C56)F)C)NC([O-])=O)=O)=O)O